(R)-tert-Butyl 1-(7-cyano-3-oxo-4-(m-tolylamino)-2,3-dihydro-1H-pyrrolo[3,4-c]pyridin-6-ylamino)-3-methoxypropan-2-ylcarbamate C(#N)C=1C2=C(C(=NC1NC[C@H](COC)NC(OC(C)(C)C)=O)NC=1C=C(C=CC1)C)C(NC2)=O